3-[decyl-dimethylsilyl]-N-[2-(4-methylphenyl)-1-phenylethyl]-propionamide C(CCCCCCCCC)[Si](CCC(=O)NC(CC1=CC=C(C=C1)C)C1=CC=CC=C1)(C)C